FC1(CN(C[C@@H]([C@@H]1O)O)C(=O)OCCCC)F butyl cis-3,3-difluoro-4,5-dihydroxypiperidine-1-carboxylate